CN1N=C(C2=CC=C(C=C12)C(=O)NC=1N=CC=2N(C1)C=C(N2)[C@H]2N(CC(C2)(C)C)C)C |o1:22| rel-1,3-dimethyl-N-{2-[(2S)-1,4,4-trimethylpyrrolidin-2-yl]imidazo[1,2-a]pyrazin-6-yl}-1H-indazole-6-carboxamide